7-((2R,3R,4R,5S)-3,4-bis((tert-Butyldimethylsilyl)oxy)-5-((((4-methoxy-6-phenylpyrimidin-5-yl)methyl)thio)methyl)tetrahydrofuran-2-yl)-7H-pyrrolo[2,3-d]pyrimidin-4-amine [Si](C)(C)(C(C)(C)C)O[C@H]1[C@@H](O[C@@H]([C@H]1O[Si](C)(C)C(C)(C)C)CSCC=1C(=NC=NC1C1=CC=CC=C1)OC)N1C=CC2=C1N=CN=C2N